3-(3,5-Dimethoxyphenyl)-6-phosphodiethyl-4-benzofurancarboxylic acid 4-acetylphenyl ester C(C)(=O)C1=CC=C(C=C1)OC(=O)C=1C(=C(C=C2C1C(=C(O2)CC)C2=CC(=CC(=C2)OC)OC)P(=O)=O)CC